1-bromo-3,5-tridecadiene BrCCC=CC=CCCCCCCC